3-((2,6-Dimethylbenzyl)thio)-4-methylbenzoic acid CC1=C(CSC=2C=C(C(=O)O)C=CC2C)C(=CC=C1)C